4-(5-(2-amino-1,1-difluoro-2-oxoethyl)-5-hydroxyoctahydropentalen-2-yl)-N-(3-chloro-4-fluorophenyl)-1-methyl-1H-imidazole-5-carboxamide NC(C(F)(F)C1(CC2CC(CC2C1)C=1N=CN(C1C(=O)NC1=CC(=C(C=C1)F)Cl)C)O)=O